2-[2-[(Z)-3-(4-Hexylphenyl)prop-2-enoyl]-5-[(Z)-pent-2-en-3-yl]oxyphenoxy]acetic acid C(CCCCC)C1=CC=C(C=C1)\C=C/C(=O)C1=C(OCC(=O)O)C=C(C=C1)O\C(=C/C)\CC